O=C1NC(CCC1N1C(C2=CC=CC(=C2C1=O)S(=O)(=O)C)=O)=O 2-(2,6-dioxopiperidin-3-yl)-4-(methylsulfonyl)isoindoline-1,3-dione